NC1=CC(=C(OCCN2C[C@@H](N([C@@H](C2)C)CC(=O)OC(C)(C)C)C)C=C1C)CC tert-Butyl 2-((2S,6R)-4-(2-(4-amino-2-ethyl-5-methylphenoxy)ethyl)-2,6-dimethylpiperazin-1-yl)acetate